COC(=O)[C@@H]1[C@H]2CN([C@@H]([C@@H]12)C)C1=CC(=CC=C1)Cl |&1:8| (+/-)-(1R,5S,6R)-3-(3-chlorophenyl)-2-methyl-3-azabicyclo[3.1.0]hexane-6-carboxylic acid methyl ester